O=C1NC(CCC1C=1C=C(CN2CCN(CC2)C2=CC=C(C=C2)NC2=NC=C(C(=N2)NCC=2C(=NC=CC2)N(S(=O)(=O)C)C)C(F)(F)F)C=CC1)=O N-(3-(((2-((4-(4-(3-(2,6-dioxopiperidin-3-yl)benzyl)piperazin-1-yl)phenyl)amino)-5-(trifluoromethyl)pyrimidin-4-yl)amino)methyl)pyridin-2-yl)-N-methylmethanesulfonamide